ClC=1C(=C(CN2[C@@H](C[C@@](CC2)(C(=O)O)CC2=NC(=CC(=C2Cl)C2=NC=CC=C2)NC2=NNC(=C2)C)C)C=CC1)F (2R,4R)-1-(3-chloro-2-fluorobenzyl)-4-((3'-chloro-6'-((5-methyl-1H-pyrazol-3-yl)amino)-[2,4'-bi-pyridin]-2'-yl)methyl)-2-methyl-piperidine-4-carboxylic acid